C(C(C(C(C(=O)CO)O)O)O)O hexulose